methyl 5-acetamido-4-bromo-2-chlorobenzoate C(C)(=O)NC=1C(=CC(=C(C(=O)OC)C1)Cl)Br